CN1CC(CCC1)C1=C2N=CN(C2=NC(=N1)N1CCOCC1)C=1C=NC=CC1 4-(6-(1-methylpiperidin-3-yl)-9-(pyridin-3-yl)-9H-purin-2-yl)morpholine